CSC#CC(CC(F)(F)F)NC(OC(C)(C)C)=O tert-butyl N-[3-methylsulfanyl-1-(2,2,2-trifluoroethyl)prop-2-ynyl]carbamate